COC1=C(C=C(C=C1)C)[C@]1([C@H](C1)C=1C=NC=C(C1)OC)C(=O)NS(=O)(=O)C=1C=2C=CC(=NC2C=CC1)C (1S,2R)-1-(2-methoxy-5-methylphenyl)-2-(5-methoxypyridin-3-yl)-N-(2-methylquinoline-5-sulfonyl)cyclopropane-1-carboxamide